1-lauroyl-SN-glycero-3-phosphorylcholine C(CCCCCCCCCCC)(=O)OC[C@@H](O)COP(=O)(O)OCC[N+](C)(C)C